(R)-N-((S)-1-(2-bromophenyl)-3-(1,3-dioxan-2-yl)propyl)-2-methylpropane-2-sulfinamide BrC1=C(C=CC=C1)[C@H](CCC1OCCCO1)N[S@](=O)C(C)(C)C